CCCCCCCCCCCCCCCCCCCCCC(=O)NCCNC(=O)CCCCCCCCCCCCCCCCCCCCC ethylenebisbehenamide